2,6-Diamino-4-piperidinopyrimidin-1-oxid NC1=[N+](C(=CC(=N1)N1CCCCC1)N)[O-]